COCCN(C=1N=C(C=2N=C(N=C(C2N1)N1CC(N(CC1)C)=O)N(CCOC)CC1=CC=C(C(=O)O)C=C1)N1CCC(CC1)OC)CCOC 4-(((6-(bis(2-methoxyethyl)amino)-8-(4-methoxypiperidin-1-yl)-4-(4-methyl-3-oxopiperazin-1-yl)pyrimido[5,4-d]pyrimidin-2-yl)(2-methoxyethyl)amino)methyl)benzoic acid